COC1=CC2=C(C3C(O2)OC(=C3SC)C3=CC=CC=C3)C=C1 6-methoxy-3-(methylsulfanyl)-2-phenyl-3a,8a-dihydrofuro[2,3-b]benzofuran